[Br-].CN1C=[N+](C=C1)CCC 1-methyl-3-propylimidazolium bromide